myristic acid erucyl ester erucyl-palmitate erucyl-stearate erucyl-isostearate erucyl-oleate C(CCCCCCCCCCC\C=C/CCCCCCCC)OC(CCCCCCC\C=C/CCCCCCCC)=O.C(CCCCCCCCCCC\C=C/CCCCCCCC)OC(CCCCCCCCCCCCCCC(C)C)=O.C(CCCCCCCCCCC\C=C/CCCCCCCC)OC(CCCCCCCCCCCCCCCCC)=O.C(CCCCCCCCCCC\C=C/CCCCCCCC)OC(CCCCCCCCCCCCCCC)=O.C(CCCCCCCCCCC\C=C/CCCCCCCC)OC(CCCCCCCCCCCCC)=O